OC1=C(C=CC(=O)O)C=CC=C1 o-hydroxycinnamic acid